N-((1-methyl-1H-pyrazol-4-yl)methyl)hydroxylamine CN1N=CC(=C1)CNO